NC1=NC(=NC2=CC(=C(C=C12)OC)OC)N1CCN(CC1)C(COC1=C(C=CC=C1C(C)C)OC)=O 1-(4-amino-6,7-dimethoxy-2-quinazolinyl)-4-[[2-methoxy-6-(1-methylethyl)phenoxy]acetyl]piperazine